(R or S)-6-(2,2-difluorocyclopropyl)-N-(8-fluoro-7-(2-hydroxypropan-2-yl)-2-(piperidin-4-yl)imidazo[1,2-a]pyridin-6-yl)pyrrolidone FC1(C(C1)[C@]1(C(=C(C=2N(C1)C=C(N2)C2CCNCC2)F)C(C)(C)O)N2C(CCC2)=O)F |o1:4|